2-(2,2-difluorobenzo[d][1,3]dioxol-5-yl)-5-hydroxy-7-methoxy-4H-chromen-4-one FC1(OC2=C(O1)C=CC(=C2)C=2OC1=CC(=CC(=C1C(C2)=O)O)OC)F